((1-formyl-cyclopropyl)methyl)ethanethiol C(=O)C1(CC1)CC(C)S